tert-butyl 4-{1-[3-(methoxycarbonyl)bicyclo[1.1.1]pentan-1-yl]-1H-pyrazol-4-yl}-3-oxopiperazine-1-carboxylate COC(=O)C12CC(C1)(C2)N2N=CC(=C2)N2C(CN(CC2)C(=O)OC(C)(C)C)=O